N1=C(C=CC=C1)C(=O)[O-].N1=C(C=CC=C1)C(=O)[O-].[Mg+2] magnesium bis(pyridine-2-carboxylate)